1-(4-chloro-3-fluoro-2-iodophenyl)-4-(trifluoromethyl)-1H-1,2,3-triazole ClC1=C(C(=C(C=C1)N1N=NC(=C1)C(F)(F)F)I)F